1-(4-((6,7-dimethoxyquinolin-4-yl)oxy)phenyl)-3-(3-(3-(trifluoromethyl)phenyl)propyl)urea COC=1C=C2C(=CC=NC2=CC1OC)OC1=CC=C(C=C1)NC(=O)NCCCC1=CC(=CC=C1)C(F)(F)F